ClC=1C=C(C=CC1)C(C(=O)N1[C@@H]2CC([C@H]([C@@H]1C(=O)N[C@H](C[C@H]1C(NCC1)=O)C(CF)=O)CC2)(F)F)(F)F (1S,3R,4S)-2-(2-(3-chlorophenyl)-2,2-difluoroacetyl)-5,5-difluoro-N-((R)-4-fluoro-3-oxo-1-((S)-2-oxopyrrolidin-3-yl)butan-2-yl)-2-azabicyclo[2.2.2]octane-3-carboxamide